CC1(C(C(C2=CC3CCCCC3CC2C1)=O)=O)C dimethyl-decahydroanthracenedione